5-morpholinoquinazolin-4-amine O1CCN(CC1)C1=C2C(=NC=NC2=CC=C1)N